2-(hydroxymethyl)-1-methyl-1H-imidazole-5-carboxylic acid methyl ester COC(=O)C1=CN=C(N1C)CO